1-(4-Chlorobenzyl)piperidin-3-yl-2-methyl-3-(pyridin-4-yl)pyrazolo[1,5-a]pyrimidine ClC1=CC=C(CN2CC(CCC2)C2=NC=3N(C=C2)N=C(C3C3=CC=NC=C3)C)C=C1